4-((4-fluoro-2-methyl-1H-indol-5-yl) oxy)-7-methoxyquinazolin-6-yl (R)-3-methylmorpholine-4-carboxylate C[C@H]1N(CCOC1)C(=O)OC=1C=C2C(=NC=NC2=CC1OC)OC=1C(=C2C=C(NC2=CC1)C)F